C(CC)SC=1NC(C2=C(N1)NC(CC2C2=C(C=CC=C2C)C)=O)=O 2-propylmercapto-5-(2,6-dimethylphenyl)-5,6-dihydropyrido[2,3-d]pyrimidine-4,7(3H,8H)-dione